5-Chloro-N-(2,4-difluorobenzyl)-2-methoxy-N-methylnicotinamide ClC=1C=NC(=C(C(=O)N(C)CC2=C(C=C(C=C2)F)F)C1)OC